N,N-dimethylvaleramide CCCCC(=O)N(C)C